5-chloro-1H-benzo[d][1,3]oxazine-2,4-dione ClC1=CC=CC=2NC(OC(C21)=O)=O